FC1(CN(CC[C@H]1NC1=NN2C(C(=N1)OC)=C(C(=C2)F)C=2C=CC1=C(N(N=N1)CC(F)F)C2)C2(COC2)C)F (R)-N-(3,3-difluoro-1-(3-methyloxetan-3-yl)piperidin-4-yl)-5-(1-(2,2-difluoroethyl)-1H-benzo[d][1,2,3]triazol-6-yl)-6-fluoro-4-methoxypyrrolo[2,1-f][1,2,4]triazin-2-amine